acrylic acid 2-cyanoacetoxyethyl ester C(#N)CC(=O)OCCOC(C=C)=O